2'-chloro-N-(5-(1-isopropyl-1H-pyrazole-3-carbonyl)-5,6-dihydro-4H-pyrrolo[3,4-d]thiazol-2-yl)-5'-methoxy-6-methyl-[4,4'-bipyridine]-3-carboxamide ClC1=NC=C(C(=C1)C1=C(C=NC(=C1)C)C(=O)NC=1SC2=C(N1)CN(C2)C(=O)C2=NN(C=C2)C(C)C)OC